C(C)(C)(C)OCC1=C(C=NN1CCC1=NC=2NCCCC2C=C1)C(=O)NC(CC(=O)O)C1=CC(=CC=C1)N1N=C(C=C1C)C 3-(5-(tert-butoxymethyl)-1-(2-(5,6,7,8-tetrahydro-1,8-naphthyridin-2-yl)ethyl)-1H-pyrazole-4-carboxamido)-3-(3-(3,5-dimethyl-1H-pyrazol-1-yl)phenyl)propionic acid